C(C)(C)(C)OC(=O)N(C(OC(C)(C)C)=O)C1=NC=CC(=C1F)CC=1C=NC=C(C1C)OC1=C(C=C(C=C1)C(F)F)F tert-butyl N-tert-butoxycarbonyl-N-[4-[[5-[4-(difluoromethyl)-2-fluoro-phenoxy]-4-methyl-3-pyridyl]methyl]-3-fluoro-2-pyridyl]carbamate